(4-(3-(4-hydroxy-3,5-dimethylphenyl)acryloyl)benzoyl)phenylalanine OC1=C(C=C(C=C1C)C=CC(=O)C1=CC=C(C(=O)N[C@@H](CC2=CC=CC=C2)C(=O)O)C=C1)C